furazane O1N=CC=N1